C(C1=CC=CC=C1)NC(CC1=CC=C(C=C1)N1N=NC(=C1)COCC1=CC=CC=C1)=O N-benzyl-2-(4-(4-((benzyloxy)methyl)-1H-1,2,3-triazol-1-yl)phenyl)acetamide